1,3-dimethylurea Hexafluorophosphate F[P-](F)(F)(F)(F)F.CNC(=O)NC